CC=1SC(=C(N1)C)N1C2=NC=NC(=C2N=C1C)NN=CC1=CC(=CC=C1)C 9-(2,4-dimethylthiazol-5-yl)-8-methyl-6-(2-(3-methylbenzylidene)hydrazinyl)-9H-purine